ClCCCOC1=CC=C(C=C1)C1=NC2=CC(=CC=C2C=C1O)OC (4-(3-chloropropoxy)phenyl)-3-hydroxy-7-methoxyquinoline